Cl.[2H]C1(C([C@@](CCC1)(NC([2H])([2H])[2H])C1=C(C=CC=C1)Cl)=O)[2H] (S)-2,2-dideuterio-6-(2-chlorophenyl)-6-((Trideuteromethyl)amino)cyclohexanone hydrochloride